tertbutyl N-[(6S)-4-(7-chloro-8-fluoro-2-{[1-(morpholin-4-ylmethyl)cyclopropyl]methoxy}pyrido[4,3-d]pyrimidin-4-yl)-1,4-oxazepan-6-yl]carbamate ClC1=C(C=2N=C(N=C(C2C=N1)N1CCOC[C@H](C1)NC(OC(C)(C)C)=O)OCC1(CC1)CN1CCOCC1)F